C(=O)(O)C=1C=C(C=CC1C(=O)O)C1(C2=CC=CC=C2C2=CC=C3C(=C12)C(=O)OC3=O)C3=CC(=C(C=C3)C(=O)O)C(=O)O 9,9-bis(3,4-dicarboxyphenyl)fluorenedioic acid Anhydride